C(C)(C)(C)OC(=O)N1CCC(=C(C1=O)C(NC1=C(C(=CC=C1)Cl)CC)=S)O 5-[(3-Chloro-2-ethylphenyl)thiocarbamoyl]-4-hydroxy-6-oxo-3,6-dihydropyridine-1(2H)-carboxylic acid tert-butyl ester